2-((1R,5S,6r)-6-((3-(5,6,7,8-tetrahydro-1,8-naphthyridin-2-yl)propyl)carbamoyl)-3-azabicyclo[3.1.0]hexane-3-yl)acetic acid N1=C(C=CC=2CCCNC12)CCCNC(=O)C1[C@H]2CN(C[C@@H]12)CC(=O)O